N-(((7S,8as)-7-fluorooctahydropyrrolo[1,2-a]pyrazin-4-yl)methyl)methanesulfonamide F[C@H]1C[C@@H]2N(C(CNC2)CNS(=O)(=O)C)C1